tris(3-hydroxyphenyl)amine OC=1C=C(C=CC1)N(C1=CC(=CC=C1)O)C1=CC(=CC=C1)O